ClC1=CC=2C(OCC=3C=CC=CC3C3=CC=C(C(NS(C(=C1OC)C2)(=O)=O)=C3)F)=O 13-chloro-19-fluoro-14-methoxy-16,16-dioxo-9-oxa-16λ6-thia-17-azatetracyclo[16.3.1.111,15.02,7]tricosa-1(21),2(7),3,5,11(23),12,14,18(22),19-nonaen-10-one